stearoyl-monosodium glutamate N[C@@H](CCC(=O)O)C(=O)O.C(CCCCCCCCCCCCCCCCC)(=O)[Na]